4-(5-(6-chloro-1H-indazol-4-yl)-1,1-dimethyloctahydropyrrolo[3,4-c]pyrrole-2-carbonyl)benzonitrile ClC1=CC(=C2C=NNC2=C1)N1CC2C(C1)CN(C2(C)C)C(=O)C2=CC=C(C#N)C=C2